COC(CC1N[C@@H](CC=2C3=CC=CC=C3NC12)C(=O)O)OC (3S)-1-(2,2-dimethoxyeth-1-yl)-2,3,4,9-tetrahydro-beta-carboline-3-carboxylic acid